CC=1N=NC=C(C1[C@@H](C)OC=1C=C2C(=NNC2=CC1OC)C=1C=NC(=CC1)N1CC2(CN(C2)S(=O)(=O)C)C1)C 5-[(1R)-1-(3,5-dimethylpyridazin-4-yl)ethoxy]-6-methoxy-3-[6-(2-methylsulfonyl-2,6-diazaspiro[3.3]heptan-6-yl)-3-pyridyl]-1H-indazole